N-methyl-L-alanine (trifluoroacetate) FC(C(=O)O)(F)F.CN[C@@H](C)C(=O)O